N-propyl-N'-(3-(1-azabicyclo[5.4.0]undecan-4-yl)-1H-indol-5-yl)thiourea C(CC)NC(=S)NC=1C=C2C(=CNC2=CC1)C1CCN2CCCCC2CC1